ethyl 10,18-dihydroxyoctadecanoate OC(CCCCCCCCC(=O)OCC)CCCCCCCCO